O1CCN(CC1)C1=CC=C(C=C1)C1(C=CC2=C(O1)C1=CC=CC=C1C(=C2C(=O)OC)O)C2=CC=CC=C2 2-(4-morpholinophenyl)-2-phenyl-5-methoxycarbonyl-6-hydroxy-2H-naphtho[1,2-b]pyran